1-(benzyloxy)benzene-4-d C1=CC=C(C=C1)COC2=CC=CC=C2